(2,3-dichloropyridin-4-yl)-2-methylpyridin-4(3H)-one ClC1=NC=CC(=C1Cl)C1C(=NC=CC1=O)C